N-(2-morpholinothiazolo[4,5-b]pyridin-6-yl)-6-(1H-pyrazol-4-yl)pyridinecarboxamide O1CCN(CC1)C=1SC=2C(=NC=C(C2)NC(=O)C2=NC(=CC=C2)C=2C=NNC2)N1